2-fluoro-4-(5-{[(1S,4S,5S,6S)-6-fluoro-2-azabicyclo[2.2.1]heptan-5-yl](methyl)amino}pyrazin-2-yl)-5-hydroxybenzonitrile FC1=C(C#N)C=C(C(=C1)C1=NC=C(N=C1)N(C)[C@H]1[C@@H]2CN[C@H]([C@@H]1F)C2)O